Cl.NCC(=O)NCC1=CC=CC=C1 2-amino-N-benzylacetamide Mono-HCl